OCCCNC(C1=CC=C(C=C1)NC1=NC=C(C(=N1)NCC=1C(=NC=CC1)N(S(=O)(=O)C)C)C(F)(F)F)=O N-(3-hydroxypropyl)-4-({4-[({2-[methyl(methylsulfonyl)amino]pyridin-3-yl}methyl)amino]-5-(trifluoromethyl)pyrimidin-2-yl}amino)benzamide